N1C2=C(OCC1=O)C=NC=C2 1H-pyrido[3,4-b][1,4]oxazin-2-one